CC1=CC=C(C=C1)S(=O)(=O)OC1=CC(=C(C(=C1)O)C=O)OS(=O)(=O)C1=CC=C(C=C1)C 4-formyl-5-hydroxy-1,3-phenylene bis(4-methylbenzenesulfonate)